CN1C(=CC(=C1)NC(=O)C=1N(C=C(N1)NC(CCNC(=O)C=1N(C=C(C1)NC(=O)C=1N(C=CN1)C)C)=O)C)C(=O)O 1-methyl-4-(1-methyl-4-(3-(1-methyl-4-(1-methyl-1H-imidazole-2-carboxamido)-1H-pyrrole-2-carboxamido)propanamido)-1H-imidazole-2-carboxamido)-1H-pyrrole-2-carboxylic acid